((1S,3R)-3-(1-cyclopropyl-3-(6-(trifluoromethyl)pyridin-2-yl)-1H-1,2,4-triazol-5-yl)cyclopentyl)-1,4-oxaazepane C1(CC1)N1N=C(N=C1[C@H]1C[C@H](CC1)C1OCCCNC1)C1=NC(=CC=C1)C(F)(F)F